N([C@@](C(C(CNC(=O)N)([2H])[2H])([2H])[2H])(C(=O)O)[2H])([2H])[2H] L-citrulline-d7